FC=1N=C(C2=C(N1)C=CN=C2)N2C[C@](CCC2)(C)O fluoro-4-((R)-3-hydroxy-3-methylpiperidin-1-yl)pyrido[4,3-d]pyrimidin